(S)-2-((tert-Butoxycarbonyl)amino)-3-(quinolin-3-yl)propanoic acid C(C)(C)(C)OC(=O)N[C@H](C(=O)O)CC=1C=NC2=CC=CC=C2C1